1-Dodecene C=CCCCCCCCCCC